CC1=NOC(C1)C(=O)O methyl-4,5-dihydro-1,2-oxazole-5-carboxylic acid